O[C@H](CNC(OC(C)(C)C)=O)[C@@H]1OC1 tert-Butyl N-[(2R)-2-hydroxy-2-[(2R)-oxiran-2-yl]ethyl]carbamate